N1(CCCCC1)CCCOC1=CC=C(C=O)C=C1 4-(3-(piperidin-1-yl)propoxy)benzaldehyde